2-(2-(Dimethylamino)-2-oxoethoxy)-3,9,10-trimethoxy-5,6-dihydroisoquinolino[3,2-a]isoquinolin-7-ium CN(C(COC=1C(=CC=2CC[N+]3=C(C2C1)C=C1C=CC(=C(C1=C3)OC)OC)OC)=O)C